2-[(2S)-2-aminobutyl]-5-chloro-N-[(furan-2-yl)methyl]-3-methylthieno[3,2-b]pyridin-7-amine dihydrochloride Cl.Cl.N[C@H](CC1=C(C2=NC(=CC(=C2S1)NCC=1OC=CC1)Cl)C)CC